C(C)(C)(C)OC(=O)N1[C@H](C[C@H](CC1)N(C)CC1=CC=CC=C1)CO.C(=O)OCCNC(C(=C)C)=O N-(2-methanoyloxyethyl)methacrylamide tert-butyl-(2R,4S)-4-(benzyl(methyl)amino)-2-(hydroxymethyl)piperidine-1-carboxylate